2,2'-azobis-[2-methyl-N-(2-hydroxyethyl)propionamide] N(=NC(C(=O)NCCO)(C)C)C(C(=O)NCCO)(C)C